C(=O)C1CC2=C(C(=NC(=C2C)OCC2CN(C2)C(=O)OC(C)(C)C)C)C1 tert-Butyl 3-[(6-formyl-1,4-dimethyl-6,7-dihydro-5H-cyclopenta[c]pyridin-3-yl)oxymethyl]azetidine-1-carboxylate